1-(2-fluoropyridin-yl)ethan-1-ol FC1=NC=CC=C1C(C)O